tert-butyl (4-(((2-chloro-3-nitroquinolin-4-yl)amino)methyl)benzyl)carbamate ClC1=NC2=CC=CC=C2C(=C1[N+](=O)[O-])NCC1=CC=C(CNC(OC(C)(C)C)=O)C=C1